ClC=1C=C(C=C(C1CC1=CC(=C(C=C1)O)C(C)C)Cl)C(CC(=O)OC)=O methyl 3-(3,5-dichloro-4-(4-hydroxy-3-isopropylbenzyl) phenyl)-3-oxopropanoate